C(C)(=O)C1=NC=C(C=N1)OC1=CC=C(C=C1)C(C)(C)C1=CC=C(OC2CC(C2)NC(OC(C)(C)C)=O)C=C1 tert-butyl ((1r,3r)-3-(4-(2-(4-((2-acetylpyrimidin-5-yl)oxy)phenyl)propan-2-yl) phenoxy)cyclobutyl)carbamate